4-Methylpyrrolo[1,2-a]pyrazine CC1=CN=CC=2N1C=CC2